C(C1=CC=CC=C1)N(CCCCCCCCN(C(CCCCCCCCC)=O)CCCCCCCCCC)CCCCCCCC(=O)N(CCCCCCCCCC)CCCCCCCCCC N-(8-(benzyl(8-(didecylamino)-8-oxooctyl)amino)octyl)-N-decyldecanamide